7-nitro-3-thiocyanato-1H-indole [N+](=O)([O-])C=1C=CC=C2C(=CNC12)SC#N